4-hydroxy-1-methyl-6,7-dihydro-1H-cyclopenta[b]pyridin-2(5H)-one OC=1C2=C(N(C(C1)=O)C)CCC2